C(C)(C)(C)OC(=O)N1[C@@H](COCC1)C=1C=C(C=C2CCN(CC12)C(=O)N1C[C@H](O[C@@H](C1)C)C)Cl (R)-3-(6-chloro-2-((2R,6R)-2,6-dimethylmorpholin-4-carbonyl)-1,2,3,4-tetrahydroisoquinolin-8-yl)morpholine-4-carboxylic acid tert-butyl ester